1-(9Z-nonadecenoyl)-2-(5Z,8Z,11Z,14Z-eicosatetraenoyl)-glycero-3-phosphoserine CCCCCCCCC/C=C\CCCCCCCC(=O)OC[C@H](COP(=O)(O)OC[C@@H](C(=O)O)N)OC(=O)CCC/C=C\C/C=C\C/C=C\C/C=C\CCCCC